CN1CCN(CC1)CC1=C(C2=NC=CC=C2N1C)C(=O)N ((4-methylpiperazin-1-yl)methyl)-1-methyl-1H-pyrrolo[3,2-b]pyridine-3-carboxamide